Ethyl (5R)-2-[6-(3-methoxyazetidin-1-yl)pyridin-3-yl]-5-methyl-6,7-dihydro-5H-pyrazolo[5,1-b][1,3]oxazine-3-carboxylate COC1CN(C1)C1=CC=C(C=N1)C1=NN2C(O[C@@H](CC2)C)=C1C(=O)OCC